1-(bis((trifluoromethyl)sulfonyl)methyl)-2,3,5,6-tetrafluoro-4-(trifluoromethyl)benzene FC(S(=O)(=O)C(C1=C(C(=C(C(=C1F)F)C(F)(F)F)F)F)S(=O)(=O)C(F)(F)F)(F)F